{1-{1-[4-fluoro-3-(1,3-thiazol-2-yl)benzoyl]piperidin-4-yl}-3-[4-(7H-pyrrolo[2,3-d]pyrimidin-4-yl)-1H-pyrazol-1-yl]azetidin-3-yl}acetonitrile FC1=C(C=C(C(=O)N2CCC(CC2)N2CC(C2)(N2N=CC(=C2)C=2C3=C(N=CN2)NC=C3)CC#N)C=C1)C=1SC=CN1